C(C)(C)(C)OC(=O)N([C@H]1CN(CCC1)C=1C=C(C(=NC1)C1(COC1)C(=O)O)F)CC1CCC1 (R)-3-(5-(3-((tert-butoxycarbonyl)(cyclobutylmethyl)amino)piperidin-1-yl)-3-fluoropyridin-2-yl)oxetane-3-carboxylic acid